C(C)(C)(C)N1C(N(C(C1C)CC(=O)NC=1C=CC=C2C=CC=NC12)C(C)(C)C)=O 2-(1,3-di-tert-butyl-5-methyl-2-oxoimidazolidin-4-yl)-N-(quinolin-8-yl)acetamide